C=1N=CN2C1C1=CC=CC=C1C2C2C(COC2)O 4-(5H-imidazo[5,1-a]isoindol-5-yl)tetrahydrofuran-3-ol